C1(CC1)N(C(C(=O)OC)C1CN(C1)C(=O)OC(C)(C)C)CC1=C(C=C(C=C1)OC)OC tert-Butyl 3-[1-[cyclopropyl-[(2,4-dimethoxyphenyl)methyl]amino]-2-methoxy-2-oxo-ethyl]azetidine-1-carboxylate